[N+](=[N-])=C(C(CCC1=CSC=C1C)=O)[Si](C)(C)C 1-diazo-4-(4-methyl-3-thienyl)-1-trimethylsilyl-butan-2-one